BrC=1C(=CC2=CN(N=C2C1)CC1=CC=C(C=C1)OC)F 6-bromo-5-fluoro-2-[(4-methoxyphenyl)methyl]Indazole